N1=CC=C(C=C1)N1C=NC2=C(C1=O)C=NN2 5-(pyridin-4-yl)-1H-pyrazolo[3,4-d]pyrimidin-4(5H)-one